O=C1N(C(C(=C1SC1=CC=CC=C1)SC1=CC=CC=C1)=O)CCOCCOCCC(=O)ON1C(CCC1=O)=O 2,5-dioxopyrrolidin-1-yl 3-(2-(2-(2,5-dioxo-3,4-bis(phenylthio)-2,5-dihydro-1H-pyrrol-1-yl)ethoxy) Ethoxy)propanoate